2-(5-fluoro-2-(hydroxymethyl)benzyl)-7-(2-(isopropylamino)-5-(trifluoromethyl)pyridin-4-yl)-3,4-dihydropyrrolo[1,2-a]pyrazine-1(2H)-one FC=1C=CC(=C(CN2C(C=3N(CC2)C=C(C3)C3=CC(=NC=C3C(F)(F)F)NC(C)C)=O)C1)CO